tertbutyl (S)-(3-cyclopropyl-1-hydrazineyl-1-oxopropan-2-yl)carbamate C1(CC1)C[C@@H](C(=O)NN)NC(OC(C)(C)C)=O